C(C)(C)(C)OC(=O)N1C=CC=2C1=NC=CC2I 4-iodo-1H-pyrrolo[2,3-b]pyridine-1-carboxylic acid tert-butyl ester